C(C)(C)(C)C1=NC=C(C=N1)C=1C=C2SCC(CN2C(C1C#N)=O)C 8-(2-tert-butylpyrimidin-5-yl)-3-methyl-6-oxo-2H,3H,4H,6H-pyrido[2,1-b][1,3]thiazine-7-carbonitrile